ClC1=C(C(=C(CNC(C(C)C)=O)C=C1)F)C=1NC(C=C(N1)C1=NC=C(C=C1)C(F)F)=O N-(4-chloro-3-{4-[5-(difluoromethyl)pyridin-2-yl]-6-oxo-1,6-dihydropyrimidin-2-yl}-2-fluorobenzyl)isobutyramide